4-(7-chloro-8-fluoro-2-(methylthio)pyrido[4,3-d]pyrimidin-4-yl)-6-methyl-1,4-oxaazepan-6-ol ClC1=C(C=2N=C(N=C(C2C=N1)N1CCOCC(C1)(O)C)SC)F